(3S)-3-[3-(3,5-dimethyl-1H-pyrazol-1-yl)phenyl]-4-{(3S)-3-[2-(5,6,7,8-tetrahydro-1,8-naphthyridin-2-yl)ethyl]-1-pyrrolidinyl}butanoic acid CC1=NN(C(=C1)C)C=1C=C(C=CC1)[C@H](CC(=O)O)CN1C[C@H](CC1)CCC1=NC=2NCCCC2C=C1